DiPhenylphosphinic Acid C1(=CC=CC=C1)P(O)(=O)C1=CC=CC=C1